2-(methoxymethyl)-p-aminophenol COCC1=C(C=CC(=C1)N)O